NC=1N=NC(=CC1N1CC2CCC(C1)N2C2=CC(=NC=C2)C#CCN2C[C@@H]1C[C@@]1(CC2)O)C2=C(C=CC=C2)O (1s,6s)-3-[3-[4-[3-[3-amino-6-(2-hydroxyphenyl)pyridazin-4-yl]-3,8-diazabicyclo[3.2.1]oct-8-yl]-2-pyridinyl]prop-2-ynyl]-3-azabicyclo[4.1.0]heptan-6-ol